C[C@H]1NCC=2C=CC=NC2C1 (R)-7-methyl-5,6,7,8-tetrahydro-1,6-naphthyridine